ClC1=C(C=CC(=C1NC=1C(=C2C(N(C=NC2=CC1)C)=O)C)F)N1CC(C1)OCC N-(2-chloro-3-((3,5-dimethyl-4-oxo-3,4-dihydroquinazolin-6-yl)amino)-4-fluorophenyl)-3-ethoxyazetidine